4-chloro-2-(difluoromethoxy)benzoyl-hydrazine ClC1=CC(=C(C(=O)NN)C=C1)OC(F)F